N(=[N+]=[N-])[C@](C)(C1CC1)C1=CN=C(C2=CN=C(C=C12)Cl)O[C@H](C)C[C@@H](C)S(=O)(=O)C 4-((R)-1-Azido-1-cyclopropylethyl)-6-chloro-1-(((2R,4R)-4-(methylsulfonyl)pentan-2-yl)oxy)-2,7-naphthyridine